COC(N(C1(C(=NN(C1=O)C1=CC=CC=C1)C)C(C)=NOC)O)=O hydroxy(4-(1-(methoxyimino)ethyl)-3-methyl-5-oxo-1-phenyl-4,5-dihydro-1H-pyrazol-4-yl)carbamic acid methyl ester